BrC=1C=CC(=C(C1)C(C)(C)O)N1CCC(CC1)N1CCN(CC1)C 2-(5-bromo-2-(4-(4-methylpiperazin-1-yl)piperidin-1-yl)phenyl)propan-2-ol